ClC1=NC(=NC(=C1)C1=CC=C(C=C1)C1=CC=CC2=C1SC1=C2C=CC=C1)C1=CC=CC=C1 4-chloro-6-[4-(4-dibenzothienyl)phenyl]-2-phenylpyrimidine